2-(2,6-dioxo-3-piperidinyl)-5-fluoroisoindole-1,3-dione O=C1NC(CCC1N1C(C2=CC=C(C=C2C1=O)F)=O)=O